(2S,4S)-1-(t-butyldimethylsilyloxy)-4-(t-butyldimethylsilyloxy)-2-methylpyrrolidine-2-carboxylic acid [Si](C)(C)(C(C)(C)C)ON1[C@@](C[C@@H](C1)O[Si](C)(C)C(C)(C)C)(C(=O)O)C